BrC1=C(C(=CC(=C1)O)C)S(=O)(=O)O 2-bromo-4-hydroxy-6-methylbenzenesulfonic acid